(1r,3r)-3-((5-(imidazo[1,2-a]pyridin-6-yl)-4-methoxypyrrolo[2,1-f][1,2,4]triazin-2-yl)amino)-1-methylcyclobutan-1-ol N=1C=CN2C1C=CC(=C2)C=2C=CN1N=C(N=C(C12)OC)NC1CC(C1)(O)C